2-(4-hydrazinophenyl)-N,N-dimethyl-ethanamine N(N)C1=CC=C(C=C1)CCN(C)C